CC1CCC(CC1)OC(C1=CC(=CC=C1)O)=O 4-methylcyclohexyl-3-hydroxybenzoate